2-(4-(4-(3-methyl-4-((((R)-1-phenylethoxy)carbonyl)amino)isoxazol-5-yl)phenyl)-2-oxabicyclo[2.2.2]octan-1-yl)acetic acid CC1=NOC(=C1NC(=O)O[C@H](C)C1=CC=CC=C1)C1=CC=C(C=C1)C12COC(CC1)(CC2)CC(=O)O